BrC=1C(=CC=C2CCNCC12)OC 8-bromo-7-methoxy-1,2,3,4-tetrahydroisoquinoline